N-(5-chloro-4-(5,5-dimethyl-5,6-dihydro-4H-pyrrolo[1,2-b]pyrazol-3-yl)pyridin-2-yl)-1-(2-((2,6-dioxopiperidin-3-yl)amino)benzyl)piperidine-4-carboxamide ClC=1C(=CC(=NC1)NC(=O)C1CCN(CC1)CC1=C(C=CC=C1)NC1C(NC(CC1)=O)=O)C1=C2N(N=C1)CC(C2)(C)C